NC=1C=C(C(=NC1)N=S(=O)(C)C)Cl ((5-amino-3-chloropyridin-2-yl)imino)dimethyl-λ6-sulfanone